(6-(3-cyclopropyl-1H-1,2,4-triazol-1-yl)-2-azaspiro[3.3]heptan-2-yl)(6-((5-fluoropyridin-3-yl)oxy)-2-azaspiro[3.3]heptan-2-yl)methanone C1(CC1)C1=NN(C=N1)C1CC2(CN(C2)C(=O)N2CC3(C2)CC(C3)OC=3C=NC=C(C3)F)C1